anthracene-9,10-bis-malonic acid methyl ester COC(C(C(=O)O)C=1C2=CC=CC=C2C(=C2C=CC=CC12)C(C(=O)O)C(=O)O)=O